(S)-3-methoxy-N-(6-(5-methyl-6,7-dihydro-5H-pyrrolo[2,1-c][1,2,4]triazol-3-yl)pyridin-2-yl)-1-(pyridin-3-yl)-1H-pyrazole-4-carboxamide COC1=NN(C=C1C(=O)NC1=NC(=CC=C1)C=1N2C(=NN1)CC[C@@H]2C)C=2C=NC=CC2